7-(dimethoxymethyl)-4-(N-(tetrahydrofuran-3-yl)amino)-1,2,3,4-tetrahydro-2,4-methylene-1,8-naphthyridine COC(C1=CC=C2C3(CC(NC2=N1)C3)NC3COCC3)OC